C(C)(C)(C)C=1C=C(NN1)NC(=O)NC1=CC=C(C=C1)N1C=NC2=C1C=CC(=C2)OCC2=CC(=CC=C2)F 1-(5-tert-butyl-2H-pyrazol-3-yl)-3-{4-[5-(3-fluoro-benzyloxy)-benzimidazol-1-yl]-phenyl}urea